C1(CC1)N1N=CC(=C1CO[C@H]1[C@@H]2CN([C@H](C1)C2)C2=CC=C(C=C2)CCC(=O)O)C2=C(C=CC=C2Cl)Cl 3-[4-[(1S,4S,5R)-5-[[1-cyclopropyl-4-(2,6-dichlorophenyl)-1H-pyrazol-5-yl]methoxy]-2-azabicyclo[2.2.1]heptan-2-yl]phenyl]propanoic acid